3-Iodo-1,5-dimethyl-1H-pyrrolo[3,2-c]pyridin-4(5H)-one IC1=CN(C2=C1C(N(C=C2)C)=O)C